1-(4-methoxypyridin-2-yl)-2,2-dimethylhex-5-en-1-one COC1=CC(=NC=C1)C(C(CCC=C)(C)C)=O